C1(CC1)C1=C(C(=NO1)C1=C(C=CC=C1Cl)Cl)CO[C@H]1[C@@H]2CN([C@H](C1)C2)C2=CC(=C(C=C2)CCC(=O)O)F 3-{4-[(1S,4S,5R)-5-{[5-cyclopropyl-3-(2,6-dichlorophenyl)-1,2-oxazol-4-yl]methoxy}-2-azabicyclo[2.2.1]heptan-2-yl]-2-fluorophenyl}propanoic acid